1,4,5,6-tetrahydrospiro[indazole-7,2'-[1,3]dioxolane] O1C2(OCC1)CCCC=1C=NNC12